3-(5-formyl-2-thienyl)-1-methyl-N-(1-methylcyclopropyl)-2-oxo-benzimidazole-5-sulfonamide C(=O)C1=CC=C(S1)N1C(N(C2=C1C=C(C=C2)S(=O)(=O)NC2(CC2)C)C)=O